Tert-butyl 4-(2-(4-chloro-2-fluorophenyl)-2-methylbenzo[d][1,3]dioxolan-4-yl)-5,6-dihydropyridine-1(2H)-carboxylate ClC1=CC(=C(C=C1)C1(OC2=C(O1)C=CC=C2C2=CCN(CC2)C(=O)OC(C)(C)C)C)F